1-bromo-5-chloro-2,4-difluorobenzene BrC1=C(C=C(C(=C1)Cl)F)F